CC1=NC(=C(C(=N1)Cl)[N+](=O)[O-])Cl 2-methyl-4,6-dichloro-5-nitropyrimidine